N,N-diallyl-4-dodecyl-benzenesulfonamide C(C=C)N(S(=O)(=O)C1=CC=C(C=C1)CCCCCCCCCCCC)CC=C